NCC(CCC)=C1CN(C1)C1=NC(=NC=2NC3=C(C=C(C=C3C21)F)NC)OC=2C=NC(=NC2)C 4-(3-(1-Aminopentan-2-ylidene)azetidin-1-yl)-6-fluoro-N-methyl-2-((2-methylpyrimidin-5-yl)oxy)-9H-pyrimido[4,5-b]indol-8-amine